C(C)C1=NN(C(=C1C1=CC=C(C#N)C=C1)O)C1=NC=C(C=C1)S(=O)(=O)C 4-(3-ethyl-5-hydroxy-1-(5-(methylsulfonyl)pyridin-2-yl)-1H-pyrazol-4-yl)benzonitrile